C(C)C=1C(=NN2C1CNCCC2)NC 3-ethyl-N-methyl-5,6,7,8-tetrahydro-4H-pyrazolo[1,5-a][1,4]diazepin-2-amine